4-bromo-3-fluoro-pyrazole-1-carboxylic acid tert-butyl ester C(C)(C)(C)OC(=O)N1N=C(C(=C1)Br)F